C(C)SC=1C(=NC=C(C1)COCOC)C=1OC2=C(N1)C=C(C=C2)SC(F)(F)F 2-(3-ethylsulfanyl-5-(methoxymethyloxymethyl)pyridin-2-yl)-5-(trifluoromethylsulfanyl)benzo[d]oxazole